BrC=1C=C(C(=NC1F)N)OC 5-bromo-6-fluoro-3-methoxy-pyridin-2-ylamine